(E)-ethyl 3-(3-(2,6-dimethylphenyl)-5-fluoro-2-methyl-4-oxo-3,4-dihydroquinazolin-6-yl)acrylate CC1=C(C(=CC=C1)C)N1C(=NC2=CC=C(C(=C2C1=O)F)/C=C/C(=O)OCC)C